(1,5,5-Trimethylcyclohexan-1-yl)methan CC1(CCCC(C1)(C)C)C